[P+].[Si+4] silicon phosphorus (i)